N-Hydroxy-3-(2-(thiophen-3-yl)quinolin-4-yl)propanamide ONC(CCC1=CC(=NC2=CC=CC=C12)C1=CSC=C1)=O